CC(C(Cl)(Cl)Cl)O methyltrichloroethanol